[Al].[Fe].[C] carbon iron-aluminum